2-(1,2-dimethyl-1H-imidazol-4-yl)-6-(3-methoxy-2-methylphenyl)-5-(pyridin-2-yl)pyrrolo[2,1-f][1,2,4]triazin-4-ol CN1C(=NC(=C1)C1=NN2C(C(=N1)O)=C(C(=C2)C2=C(C(=CC=C2)OC)C)C2=NC=CC=C2)C